α-D-apiose O[C@@H]1[C@H](O)C(CO)(O)CO1